CN(C1CN(CC1F)C1=C(C=C(C(=C1)F)C=1C=NC(=NC1)N1CCOCC1)C=1N(C(C=C(C1C(=O)N)C(F)(F)F)=O)C)C (2-(3-(dimethylamino)-4-fluoropyrrolidin-1-yl)-4-fluoro-5-(2-morpholinopyrimidin-5-yl)phenyl)-1-methyl-6-oxo-4-(trifluoromethyl)-1,6-dihydropyridine-3-carboxamide